CCN1C(C(=CCCCCCC)CC1=O)=O N-2-ethylhexyl-itaconimide